FC(CCCCCCCCCCCCCCCCC[C@@H](COC(C1=CC=CC=C1)(C1=CC=CC=C1)C1=CC=CC=C1)OCC1=NC2=CC=CC=C2C=C1)(F)F (S)-2-(((20,20,20-trifluoro-1-(trityloxy)icosan-2-yl)oxy)methyl)quinoline